CC(=CCC(C(=O)C1=NC2=C(C=CC=C2C=C1)N)=C)C 2-(3,3-dimethylallyl)-acryloyl-8-quinolinamine